BrCC(=O)C1=CC=C(C=C1)Cl 2-bromo-1-(p-chlorophenyl)ethan-1-one